N-methoxy-3-(4-methoxyphenyl)propanamide CONC(CCC1=CC=C(C=C1)OC)=O